C(C)(C)(C)C1=NOC(=N1)C(=O)NCC1=C(C=C(C=C1)C1=C2C(=NC=C1)NC(=N2)C2=C(C=CC=C2)NC(\C=C\CN(C)C)=O)F (E)-3-(tert-butyl)-N-(4-(2-(2-(4-(dimethylamino)but-2-enamido)phenyl)-3H-imidazo[4,5-b]pyridin-7-yl)-2-fluorobenzyl)-1,2,4-oxadiazole-5-carboxamide